N3-Butyl-9H-pyrido[3,4-b]indole-1,3-dicarboxamide C(CCC)NC(=O)C1=CC2=C(NC3=CC=CC=C23)C(=N1)C(=O)N